N-cyclopentyl-8-(4-cyclopentylpiperazin-1-yl)-5,5-dimethyl-1,3,4,5-tetrahydro-2H-benzo[c]azepine-2-carboxamide C1(CCCC1)NC(=O)N1CC2=C(C(CC1)(C)C)C=CC(=C2)N2CCN(CC2)C2CCCC2